tert-butyl 4-(2-(3,6-dihydro-2H-pyran-4-yl)-5-ethyl-7-oxo-4,7-dihydro-[1,2,4]triazolo[1,5-a]pyrimidin-6-yl)piperazine-1-carboxylate O1CCC(=CC1)C1=NN2C(NC(=C(C2=O)N2CCN(CC2)C(=O)OC(C)(C)C)CC)=N1